CC1C(NC2=C(S1)C=CC(=C2)C(=O)O)=O 2-methyl-3-oxo-3,4-dihydro-2H-benzo[b][1,4]thiazine-6-carboxylic acid